CC1=NOC(=C1C1=CC(=C2C=3N(C(COC31)C3=NC=CC=C3)C(N2)=O)C=2C=NNC2)C 7-(3,5-dimethylisoxazol-4-yl)-9-(1H-pyrazol-4-yl)-4-pyridin-2-yl-4,5-dihydroimidazo[1,5,4-de][1,4]benzoxazin-2(1H)-one